(5S)-{[2-(4-carboxyphenyl)ethyl][2-(2-{[3-chloro-4'-(trifluoromethyl)biphenyl-4-yl]methoxy}phenyl)ethyl]-amino}-5,6,7,8-tetrahydroquinoline-2-carboxylic acid monohydrate O.C(=O)(O)C1=CC=C(C=C1)CCN(CCC1=C(C=CC=C1)OCC1=C(C=C(C=C1)C1=CC=C(C=C1)C(F)(F)F)Cl)C=1C(=NC=2CCCCC2C1)C(=O)O